1-N-[5-chloro-6-[7-methoxy-6-(1,3-oxazol-2-yl)quinolin-4-yl]oxypyridin-3-yl]-1-N-(4-fluorophenyl)cyclopropane-1,1-dicarboxamide ClC=1C=C(C=NC1OC1=CC=NC2=CC(=C(C=C12)C=1OC=CN1)OC)N(C(=O)C1(CC1)C(=O)N)C1=CC=C(C=C1)F